C(C)OC(=O)C1=C(C2=C(N(C(N(C2=O)[C@@H](C(=O)O)C)=O)CCC2=CC=CC=C2)S1)C (2R)-2-[6-(ethoxycarbonyl)-5-methyl-2,4-dioxo-1-(2-phenylethyl)-1H,2H,3H,4H-thieno[2,3-d]pyrimidin-3-yl]propionic acid